2-[4-(trifluoromethoxy)phenyl]propan-1-one FC(OC1=CC=C(C=C1)C(C=O)C)(F)F